N-(4-cyano-3-methylisoxazol-5-yl)-2-((3-(2,6-dioxopiperidin-3-yl)-1-methyl-1H-indazol-6-yl)oxy)acetamide C(#N)C=1C(=NOC1NC(COC1=CC=C2C(=NN(C2=C1)C)C1C(NC(CC1)=O)=O)=O)C